CCCCC/C=C\\CC(=O)/C=C/C=C/C=C/[C@H](CCCC(=O)[O-])O The molecule is a leukotriene anion that is the conjugate base of 12-oxo-6-trans-leukotriene B4, obtained by deprotonation of the carboxylic acid function; major species at pH 7.3. It is a leukotriene anion, a hydroxy polyunsaturated fatty acid anion, a long-chain fatty acid anion and an oxo fatty acid anion. It derives from a 6-trans-leukotriene B4(1-). It is a conjugate base of a 12-oxo-6-trans-leukotriene B4.